2,6-di-tert-butyl-4-benzylidene-2,5-cyclohexadiene-1-one C(C)(C)(C)C=1C(C(=CC(C1)=CC1=CC=CC=C1)C(C)(C)C)=O